NC1=NC(=NC=C1)C=1C(=NN(C1OCC[C@H](C)NC1=C(C=NC(=C1)Cl)C1=NC=C(C=C1)N1CCN(CC1)C)C)C (S)-N-(4-((4-(4-aminopyrimidin-2-yl)-1,3-dimethyl-1H-pyrazol-5-yl)oxy)butan-2-yl)-6'-chloro-5-(4-methylpiperazin-1-yl)-[2,3'-bipyridin]-4'-amine